3-(isopropylamino)bicyclo[1.1.1]pentane-1-carboxylic acid C(C)(C)NC12CC(C1)(C2)C(=O)O